isoamyl-2-isopropoxy-1H-imidazole-1-carboxamide C(CC(C)C)C=1N=C(N(C1)C(=O)N)OC(C)C